O=CCCCCCCCCC(=O)OC\C=C/CCCCCC (Z)-non-2-en-1-yl 10-oxodecanoate